C(C)(C)OC1=C(C#N)C=C(C=C1)C1=NC(=NO1)C1=C2CC[C@@H](C2=CC=C1)N1C(OCC1)=O (S)-2-isopropoxy-5-(3-(1-(2-oxo-oxazolidine-3-yl)-2,3-dihydro-1H-indene-4-yl)-1,2,4-oxadiazole-5-yl)benzonitrile